N1CC(C1)NC=1C=CC(=C(C1)C(C(=O)N)(C)N1C=2C(=CC=C1)N=C(N2)SCC2=CC=C(C=C2)F)C (5-(azetidin-3-ylamino)-2-methylphenyl)-2-(2-((4-fluorobenzyl)thio)-4H-imidazo[4,5-b]pyridin-4-yl)propanamide